6-(aminomethyl)quinoline NCC=1C=C2C=CC=NC2=CC1